CB1OC(C2N1CCC2)(C2=CC=CC=C2)C2=CC=CC=C2 1-methyl-3,3-diphenyltetrahydro-1H,3H-pyrrolo[1,2-c][1,3,2]oxazaborol